The molecule is a phenyl sulfate oxoanion obtained by deprotonation of the sulfo and carboxy groups of caffeic acid 3-sulfate; major species at pH 7.3. It has a role as a human xenobiotic metabolite, a human urinary metabolite and a human blood serum metabolite. It is a phenyl sulfate oxoanion and an unsaturated fatty acid anion. It derives from a trans-caffeic acid. It is a conjugate base of a caffeic acid 3-sulfate. C1=CC(=C(C=C1/C=C/C(=O)O)OS(=O)(=O)[O-])[O-]